ClC1=C(C#N)C=C(C=C1)C(=O)N1CC=2C(=NN3C2C(N(C[C@H]3C)[C@H](C)C3=CC=C(C=C3)C3=NN(C=C3)C)=O)C[C@H]1C |o1:23| 2-Chloro-5-((3R,7R)-3,7-dimethyl-9-((R*)-1-(4-(1-methyl-1H-pyrazol-3-yl)phenyl)ethyl)-10-oxo-1,2,3,4,7,8,9,10-octahydropyrido[4',3':3,4]pyrazolo[1,5-a]pyrazine-2-carbonyl)benzonitrile